CS(=O)(=O)[O-].C(CCCCCCCCC)[N+]1(CCCCC1)C 1-decyl-1-methylpiperidinium methanesulfonate